ClC1=C(C=CC=C1Cl)N1CCN(CC1)CCCCN1C(CC2=CC(=C(C=C12)OC)OC)=O 1-(4-(4-(2,3-dichlorophenyl)piperazin-1-yl)butyl)-5,6-dimethoxyindol-2-one